10-(2,4-difluorophenyl)-7-((2S,5R)-2,5-dimethyl-4-propioloylpiperazin-1-yl)-2H-[1,4]oxazino[2,3,4-ij]quinazolin-5(3H)-one FC1=C(C=CC(=C1)F)C1=CC=C2C(=NC(N3C2=C1OCC3)=O)N3[C@H](CN([C@@H](C3)C)C(C#C)=O)C